N-((2R)-1-((4-((2-(2,6-dioxopiperidin-3-yl)-1,3-dioxoisoindolin-4-yl)amino)butyl)(ethyl)amino)propan-2-yl)-4-(5-(trifluoromethyl)-1,2,4-oxadiazol-3-yl)benzamide O=C1NC(CCC1N1C(C2=CC=CC(=C2C1=O)NCCCCN(C[C@@H](C)NC(C1=CC=C(C=C1)C1=NOC(=N1)C(F)(F)F)=O)CC)=O)=O